N1(CCCC2CCCCC12)C1=CC=CC(=N1)S(=O)(=O)NC(=O)C=1C(=NC=CC1)N1C(CC(C1)C)(C)C N-[[6-(3,4,4a,5,6,7,8,8a-Octahydro-2H-chinolin-1-yl)-2-pyridyl]sulfonyl]-2-(2,2,4-trimethylpyrrolidin-1-yl)pyridin-3-carboxamid